2-amino-4-(butylamino)-6-(4-((cyclopropylamino)methyl)benzyl)pyrimidine NC1=NC(=CC(=N1)NCCCC)CC1=CC=C(C=C1)CNC1CC1